ClC1=CC=C(C=C1)S(=O)(=O)C1=CC=C(C=C1)N1C(NN=C1)=S 4-(4-((4-chlorophenyl)sulfonyl)phenyl)-2,4-dihydro-3H-1,2,4-triazole-3-thione